5-methoxy-4-(8-methoxy-2-methylimidazo[1,2-a]pyrazin-6-yl)pyridin COC=1C(=CC=NC1)C=1N=C(C=2N(C1)C=C(N2)C)OC